N-benzyl-4-(7H-pyrrolo[2,3-d]pyrimidin-4-yl)-1,4-diazacycloheptane-1-thiocarboxamide C(C1=CC=CC=C1)NC(=S)N1CCN(CCC1)C=1C2=C(N=CN1)NC=C2